4-((3-(3,7-dimethylocta-2,6-dien-1-yl)-2,4-dihydroxy-6-pentylphenyl)sulfonamido)-4-oxobutanoic acid CC(=CCC=1C(=C(C(=CC1O)CCCCC)S(=O)(=O)NC(CCC(=O)O)=O)O)CCC=C(C)C